COC1=CC=C(CCNC(C)=O)C=C1 N-(4-methoxyphenethyl)acetamide